COC=1C=C(C=O)C=CC1CN1C(N(CCC1)C1=CC(=C(C=C1)OC)OCCCCC)=O 3-methoxy-4-((3-(4-methoxy-3-(pentyloxy)phenyl)-2-oxotetrahydropyrimidin-1(2H)-yl)methyl)benzaldehyde